7-chloro-6-(2,6-difluorophenyl)-4-methyl-8-(trifluoromethyl)-4H-[1,2,4]triazolo[1,5-a][1,4]benzodiazepin-2-amine ClC1=C(C=CC2=C1C(=NC(C=1N2N=C(N1)N)C)C1=C(C=CC=C1F)F)C(F)(F)F